[Si](C1=CC=CC=C1)(C1=CC=CC=C1)(C(C)(C)C)O[C@@H]1[C@H](N(CC1)C(=O)OC(C)(C)C)CF tert-butyl (2S,3S)-3-((tert-butyldiphenylsilyl)oxy)-2-(fluoromethyl)pyrrolidine-1-carboxylate